N-{6-fluoro-4-methoxy-7-[3-(2-methoxyethoxy)phenyl]-[1,3]thiazolo[4,5-c]pyridin-2-yl}-8-oxa-2-azaspiro[4.5]decane-2-carboxamide FC1=C(C2=C(C(=N1)OC)N=C(S2)NC(=O)N2CC1(CC2)CCOCC1)C1=CC(=CC=C1)OCCOC